CCCCCCCCC(CCCCCCCC)OC(CCCCCCCN(CCO)CCCCOC(=O)OC(C)CCCCCCCCCC)=O 8-((4-(((dodecane-2-yloxy)carbonyl)oxy)butyl)(2-hydroxyethyl)amino)octanoic acid heptadec-9-yl ester